N-(1-((3-(4-(dimethoxymethyl)piperidin-1-yl)phenyl)sulfonyl)piperidin-4-yl)-4-(1-(2,2,2-trifluoroethyl)-1H-pyrazol-4-yl)-5-(trifluoromethyl)pyrimidin-2-amine COC(C1CCN(CC1)C=1C=C(C=CC1)S(=O)(=O)N1CCC(CC1)NC1=NC=C(C(=N1)C=1C=NN(C1)CC(F)(F)F)C(F)(F)F)OC